CN1C[C@@H](OCC1)CNC1=C(C=C(C=C1)S(=O)(=O)N)[N+](=O)[O-] (S)-4-(((4-methylmorpholin-2-yl)methyl)amino)-3-nitrobenzenesulfonamide